NC1=NC(=NC=C1COC1=CC=C(C=C1)C(C)(C)C1=CC(=C(C(=C1)C#N)OCCCl)Cl)NS(=O)(=O)C N-(4-amino-5-((4-(2-(3-chloro-4-(2-chloroethoxy)-5-cyanophenyl)propan-2-yl)phenoxy)methyl)pyrimidin-2-yl)methanesulfonamide